ClC1=CC(=C(C(=C1)OC)B(O)O)OC (4-Chloro-2,6-dimethoxyphenyl)boronic acid